methyl 2-[1-(4-chlorophenyl)-1H-pyrazol-4-yl]acetate ClC1=CC=C(C=C1)N1N=CC(=C1)CC(=O)OC